OC1=C(C=C(C=C1C(C)(C)CC)C(C)(C)CC)N1N=C2C(=N1)C=CC=C2 2-(2-hydroxy-3,5-di-t-amylphenyl)-2H-benzotriazole